5-(2-acetyl-5-chlorophenyl)-6-isopropyl-2-(4-methoxybenzyl)pyridazin-3(2H)-one C(C)(=O)C1=C(C=C(C=C1)Cl)C1=CC(N(N=C1C(C)C)CC1=CC=C(C=C1)OC)=O